ethyl 3-(3-(1-(5-(5-((4-((1-(2,2-dimethylbut-3-en-1-yl)-1H-pyrazol-4-yl)methyl)-6-fluoro-1-tosyl-1H-indol-5-yl)oxy)-2-fluorophenyl)-1H-pyrazol-1-yl)but-3-en-1-yl)phenyl)propanoate CC(CN1N=CC(=C1)CC1=C2C=CN(C2=CC(=C1OC=1C=CC(=C(C1)C1=CC=NN1C(CC=C)C=1C=C(C=CC1)CCC(=O)OCC)F)F)S(=O)(=O)C1=CC=C(C)C=C1)(C=C)C